C(C)OC(=O)C1=C(C=2C(=NC(=CN2)OC)S1)N 7-amino-3-methoxythieno[2,3-b]pyrazine-6-carboxylic acid ethyl ester